FC1(CCN(CC1)C1=NC2=CC(=C(C=C2C(=N1)N[C@H](C)O[C@@H](C(F)(F)F)C)OC)OCCCN1CCCC1)F 2-(4,4-difluoropiperidin-1-yl)-6-methoxy-7-(3-(pyrrolidin-1-yl)propoxy)-N-((S)-1-(((R)-1,1,1-trifluoropropan-2-yl)oxy)ethyl)quinazolin-4-amine